3-methyl-2-[5-methyl-7-(1-methylpiperidin-3-yl)-5H-pyrrolo[3,2-c]pyridazin-3-yl]-5-(trifluoromethyl)phenol CC=1C(=C(C=C(C1)C(F)(F)F)O)C1=CC2=C(N=N1)C(=CN2C)C2CN(CCC2)C